[Br-].C1(=CC=CC=C1)N1C(C(C2=CC=CC=C12)[N+]1=CC(=CC=C1)C(=O)OC)=O 1-(2,3-dihydro-1-phenyl-2-oxo-1H-indol-3-yl)-3-(methoxycarbonyl)-pyridinium bromide